NC1=NC(=C(C=2N1C=C(N2)C(=O)NCC)C=2CCN(CC2)C(N)=O)C2=CC=CC=C2 5-amino-8-(1-carbamoyl-1,2,3,6-tetrahydropyridin-4-yl)-N-ethyl-7-phenylimidazo[1,2-c]pyrimidine-2-carboxamide